(Z)-(1-methyl-1H-tetrazol-5-yl)(phenyl)methanone O-((5-phenyl-1,3,4-oxadiazol-2-yl)methyl) oxime C1(=CC=CC=C1)C1=NN=C(O1)CO\N=C(\C1=CC=CC=C1)/C1=NN=NN1C